1-(cis-3-((2-((1-(2,2-difluoroethyl)-1H-pyrazol-4-yl)amino)-5-fluoro-7H-pyrrolo[2,3-d]pyrimidin-4-yl)oxy)-4-fluoropiperidin-1-yl)propan-2-en-1-one FC(CN1N=CC(=C1)NC=1N=C(C2=C(N1)NC=C2F)O[C@@H]2CN(CC[C@@H]2F)C(C=C)=O)F